FC1=CC=C(CC2=CC3=C(OC[C@@H](N3C(=O)OC(C)(C)C)C)N=C2OCCOC)C=C1 tert-butyl (S)-7-(4-fluorobenzyl)-6-(2-methoxyethoxy)-2-methyl-2,3-dihydro-1H-pyrido[2,3-b][1,4]oxazine-1-carboxylate